6-amino-4-((1-methoxypropane-2-yl)amino)nicotinonitrile NC1=NC=C(C#N)C(=C1)NC(COC)C